1-(2-furyl)-ethyl-tris(dimethylamino)tin O1C(=CC=C1)C(C)[Sn](N(C)C)(N(C)C)N(C)C